N-{1-[5-(3-fluoro-5-meth-oxyphenyl)-thiophen-2-yl]-ethyl}-6,7-dimethoxy-2-methylquinazolin-4-amine FC=1C=C(C=C(C1)OC)C1=CC=C(S1)C(C)NC1=NC(=NC2=CC(=C(C=C12)OC)OC)C